BrC1=CC(=C(C=C1)CC#N)OC 4-Bromo-2-methoxyphenylacetonitrile